1-(8-(4-(trifluoromethyl)phenyl)imidazo[1,2-a]pyrazin-6-yl)ethan-1-one FC(C1=CC=C(C=C1)C=1C=2N(C=C(N1)C(C)=O)C=CN2)(F)F